N-(4-(2-(4-(difluoromethoxy)phenyl)but-3-yn-2-yl)thiazol-2-yl)-2,6-difluoro-4-(piperazin-1-yl)benzamide FC(OC1=CC=C(C=C1)C(C)(C#C)C=1N=C(SC1)NC(C1=C(C=C(C=C1F)N1CCNCC1)F)=O)F